CC=1C(=O)NC(C1)=O e-methylmaleimide